2-(2-chloropyrimidin-4-yl)-1H,5H,6H,7H-pyrrolo[3,2-c]pyridin-4-one ClC1=NC=CC(=N1)C1=CC=2C(NCCC2N1)=O